Ethyl 2-{[(2-chloro-6-methyl-phenyl)carbamoyl]oxy}-3-(1H-pyrazol-1-yl)propanoate ClC1=C(C(=CC=C1)C)NC(=O)OC(C(=O)OCC)CN1N=CC=C1